([2,5-dimethoxy-4-iodophenyl])-2-aminopropane COC1=C(C=C(C(=C1)I)OC)CC(C)N